ClC1=NC2=CC(=CC=C2C(=C1)Cl)Cl 2,4,7-trichloroquinoline